BrC1=CC(=NC=C1)NC(CN1CC2(C1)CN(C2)C)=O N-(4-bromopyridin-2-yl)-2-{6-methyl-2,6-diazaspiro[3.3]heptan-2-yl}acetamide